C(C1=CC=CC=C1)NC(COC1=CC2=C(N=C(S2)C2=C3N=CC(=NC3=CC(=C2)C)OC)C(=C1)C)=O N-benzyl-2-((2-(2-methoxy-7-methylquinoxalin-5-yl)-4-methylbenzo[d]thiazol-6-yl)oxy)acetamide